CC1(OC(=CC(O1)=O)CC1CC[C@H](N1)C(=O)OC)C methyl (2S)-5-((2,2-dimethyl-4-oxo-4H-1,3-dioxin-6-yl)methyl)pyrrolidine-2-carboxylate